1-(6-cyclopropyl-7-((5-(trifluoromethyl)-4-(trimethylstannyl)pyrimidin-2-yl)amino)-3,4-dihydroisoquinolin-2(1H)-yl)-2,2,2-trifluoroethan-1-one C1(CC1)C=1C=C2CCN(CC2=CC1NC1=NC=C(C(=N1)[Sn](C)(C)C)C(F)(F)F)C(C(F)(F)F)=O